C(C)(C)(C)N1CCC2(CC1)COC1=C3CN(C(C3=CC(=C12)Cl)=O)[C@@H]1C(NC(CC1)=O)=O tert-butyl-(S)-4-chloro-7-(2,6-dioxopiperidin-3-yl)-6-oxo-7,8-dihydro-2H,6H-spiro[furo[2,3-e]isoindole-3,4'-piperidine]